methyl (2E)-2-methoxyimino-2-[3-methyl-2-[[(E)-1-[5-(trifluoromethyl)pyrazin-2-yl]ethylideneamino]oxymethyl]phenyl]acetate CO\N=C(\C(=O)OC)/C1=C(C(=CC=C1)C)CO/N=C(\C)/C1=NC=C(N=C1)C(F)(F)F